BrC=1C=C(C=CC1)N1C(NC(C2=CC=C(C=C12)Cl)=O)=O 1-(3-bromophenyl)-7-chloroquinazoline-2,4(1H,3H)-dione